CN(CCCNC(C=CN(CCC(NCCCN(C)C)=O)CCCN(C)C)=O)C N-[3-(dimethylamino)propyl]-3-{[3-(dimethylamino)propyl](2-{[3-(dimethylamino)-propyl]carbamoyl}ethyl)amino}propenamide